CC1=NN2C(N=C(C=C2N2CCN(CC2)CCO)C2=CC(=CC=C2)CCCCCCCN2CCC(CC2)C2=CC=CC=C2)=C1C1=CC=CC=C1 2-(4-(2-methyl-3-phenyl-5-(3-(7-(4-phenylpiperidin-1-yl)heptyl)phenyl)pyrazolo-[1,5-a]pyrimidin-7-yl)piperazin-1-yl)ethan-1-ol